N-(2-methyl-3-oxoisoindolin-5-yl)nicotinamide CN1CC2=CC=C(C=C2C1=O)NC(C1=CN=CC=C1)=O